FC=1C=C(C=NC1)COC1=CC=C(CC2=NOC(=C2)C=2C(=NC=CC2)N)C=C1 3-(3-(4-((5-fluoropyridin-3-yl)methoxy)benzyl)isoxazol-5-yl)pyridin-2-amine